5-(4-fluorophenyl)-6-methyl-4-oxopyridine-3-carboxamide FC1=CC=C(C=C1)C=1C(C(C=NC1C)C(=O)N)=O